FC=1C=C(C=NC1)C1=CN=CC(=N1)C1=CC=C(C(=O)N)C=C1 4-(6-(5-fluoropyridin-3-yl)pyrazin-2-yl)benzamide